ClC1=C(C(=CC=2C(N3[C@@H](COC21)CN(CC3)C(C=C)=O)=O)C)C3=C(C=CC=C3O)F (12aR)-10-Chloro-9-(2-fluoro-6-hydroxyphenyl)-8-methyl-2-(prop-2-enoyl)-1,2,3,4,12,12a-hexahydro-6H-pyrazino[2,1-c][1,4]benzoxazepin-6-one